5-((5-(5-cyclopropylpyridin-2-yl)oxazol-2-yl)amino)pyridinecarbonitrile C1(CC1)C=1C=CC(=NC1)C1=CN=C(O1)NC=1C=CC(=NC1)C#N